3-trifluoromethoxy-phenylhydrazine FC(OC=1C=C(C=CC1)NN)(F)F